N1=CC=NC=2C(=CC=CC12)C#N quinoxaline-5-carbonitrile